2-octyl-1-tosyl-1H-indole C(CCCCCCC)C=1N(C2=CC=CC=C2C1)S(=O)(=O)C1=CC=C(C)C=C1